CN1N=CC(=C1)C(C[N+](=O)[O-])C1=NC=CN=C1 2-[1-(1-methylpyrazol-4-yl)-2-nitro-ethyl]pyrazine